(2S,5S)-1-(5-(dimethylamino)naphthalene-1-ylsulfonyl)-5-hydroxypiperidine-2-carboxylic acid CN(C1=C2C=CC=C(C2=CC=C1)S(=O)(=O)N1[C@@H](CC[C@@H](C1)O)C(=O)O)C